BrC=1SC=2C(NCCC2N1)=O 2-bromo-6,7-dihydrothiazolo[5,4-c]pyridin-4(5H)-one